1-(2-chloropyrimidin-5-yl)piperidin-2-one ClC1=NC=C(C=N1)N1C(CCCC1)=O